5-(hydroxymethyl)-2-methyl-1,2-thiazinane-1,1-dioxide OCC1CCN(S(C1)(=O)=O)C